C(C)N1C(NC2=CC(=CC=C2C1=S)CN1CC2N(C3=C(OC2)N=C(C=C3)C(=O)NC)CC1=O)=O 3-((3-ethyl-2-oxo-4-thioxo-1,2,3,4-tetrahydroquinazolin-7-yl)methyl)-N-methyl-2-oxo-1,2,3,4,4a,5-hexahydropyrazino[1,2-d]pyrido[2,3-b][1,4]oxazine-8-carboxamide